7'-bromo-5'-fluoro-2',3'-dihydrospiro[cyclopropane-1,1'-indene]-6'-carbaldehyde BrC=1C(=C(C=C2CCC3(C12)CC3)F)C=O